NC(C[C@@H]1[C@H](N([C@H](S1)C(C)(C)C)C=O)C(=O)OC)=O methyl (2R,4R,5R)-5-(2-amino-2-oxoethyl)-2-(tert-butyl)-3-formylthiazolidine-4-carboxylate